COC1=C(C=CC=C1)C1=CN=CC=N1 6-(2-methoxyphenyl)pyrazine